3-(3-{4-[(trans)-4-Methyloctahydropyrrolo[3,2-b]pyrrol-1-yl]phenyl}-1,2-oxazol-5-yl)-5-fluoro-6-(2-methoxyethoxy)-1H-indazol CN1CC[C@H]2N(CC[C@@H]21)C2=CC=C(C=C2)C2=NOC(=C2)C2=NNC1=CC(=C(C=C21)F)OCCOC